CN1N=C2C(N=CC(=C2)B2OC(C(O2)(C)C)(C)C)=C1 2-methyl-6-(4,4,5,5-tetramethyl-1,3,2-dioxaborolan-2-yl)pyrazolo[4,3-b]pyridine